N1(CCC1)[C@H](C)C1=CC=C(C=C1)CO {4-[(1R)-1-(azetidin-1-yl)ethyl]phenyl}methanol